Cl.NCCOCCOCCOCCOCCOCCC(=O)OCC=C allyl 1-amino-3,6,9,12,15-pentaoxaoctadecane-18-oate hydrochloride